N,N-bis(trimethylsilyl)aminoethylmethyldiethoxysilane C[Si](N([Si](C)(C)C)CC[Si](OCC)(OCC)C)(C)C